ClC1=C(C=C(C=C1)N=C(C1=CC=CC=C1)C1=CC=CC=C1)N1N=NC(=C1)F N-(4-chloro-3-(4-fluoro-1H-1,2,3-triazol-1-yl)phenyl)-1,1-diphenylmethanimine